(Z)-5-((2-aminomethyl-3-fluoroallyl)oxy)-2-(4-chlorobenzyl)isoindolin-1-one NC/C(/COC=1C=C2CN(C(C2=CC1)=O)CC1=CC=C(C=C1)Cl)=C/F